ethyl 3-(1,1-difluoro-2-hydroxy-1-(phenylsulfonyl)propan-2-yl)-1-((3,3-difluorocyclobutyl)methyl)-4-methyl-1H-pyrazole-5-carboxylate FC(C(C)(O)C1=NN(C(=C1C)C(=O)OCC)CC1CC(C1)(F)F)(S(=O)(=O)C1=CC=CC=C1)F